C1(=CC=CC=C1)[C@H]1CC[C@H](CC1)OC[C@@H]1NCCC[C@@H]1CS(=O)(=O)N 1-((CIS)-2-((((CIS)-4-phenylcyclohexyl)oxy)methyl)piperidin-3-yl)methanesulfonamide